Perimidin N1C=NC2=CC=CC3=CC=CC1=C23